5-(3-bromophenyl)-1H-pyrazole-3-carboxylic acid ethyl ester C(C)OC(=O)C1=NNC(=C1)C1=CC(=CC=C1)Br